5H-benzophenothiazin C1=CC=CC=2CC=C3SC=4C=CC=CC4N=C3C21